C(C)(C)(C)N(C(=O)NC(C(=O)O)CCN(CCCCC1=NC=2NCCCC2C=C1)CCOC1=CC=CC=C1)C 2-[[tert-butyl(methyl)carbamoyl]amino]-4-[2-phenoxyethyl-[4-(5,6,7,8-tetrahydro-1,8-naphthyridin-2-yl)butyl]amino]butanoic acid